O1C(CCCC1)OC1CCC2=CC(=CC=C12)C=O 1-((tetrahydro-2H-pyran-2-yl)oxy)-2,3-dihydro-1H-indene-5-carbaldehyde